O=C1NC(CCC1NC(=O)C1=CC=C(C=N1)N1CCN(CC1)CC1CCN(CC1)C1=NC=C(C(=O)O)C=C1)=O 6-(4-((4-(6-(2,6-dioxopiperidin-3-ylcarbamoyl)pyridin-3-yl)piperazin-1-yl)methyl)piperidin-1-yl)nicotinic acid